ethyl 2-(bromomethyl)-5-(1-cyanocyclopropyl)pyridine-3-carboxylate BrCC1=NC=C(C=C1C(=O)OCC)C1(CC1)C#N